(E)-3-fluoro-2-(2-(4-fluorobenzenesulfonyl)vinyl)pyridine FC=1C(=NC=CC1)\C=C\S(=O)(=O)C1=CC=C(C=C1)F